2-({2',4'-dichloro-4-[4-(dimethylamino)butanoyl]-[1,1'-biphenyl]-3-yl}carbamoyl)-5-hydroxybenzene-1,4-dicarboxylic acid ClC1=C(C=CC(=C1)Cl)C1=CC(=C(C=C1)C(CCCN(C)C)=O)NC(=O)C1=C(C=C(C(=C1)C(=O)O)O)C(=O)O